BrC1=C(C=CC(=C1)CBr)C(F)F 2-bromo-4-(bromomethyl)-1-(difluoromethyl)benzene